tert-butyl 4-cyano-4-((2-methylpyrimidin-5-yl)methyl)piperidine-1-carboxylate C(#N)C1(CCN(CC1)C(=O)OC(C)(C)C)CC=1C=NC(=NC1)C